dimethyl 5-dibromomethyl-2,3-pyridinedicarboxylate BrC(C=1C=C(C(=NC1)C(=O)OC)C(=O)OC)Br